1-(5-((6-amino-[4,5'-bipyrimidin]-4'-yl)amino)-4-methylpyridin-2-yl)propan-1-one NC1=CC(=NC=N1)C=1C(=NC=NC1)NC=1C(=CC(=NC1)C(CC)=O)C